ClC=1C=C(C(=C(C(=O)O)C1)I)C(F)(F)F 5-chloro-2-iodo-3-(trifluoromethyl)benzoic acid